9,9-dimethyl-10-(9-phenyl-9H-carbazol-3-yl)-9,10-dihydroacridine CC1(C2=CC=CC=C2N(C=2C=CC=CC12)C=1C=CC=2N(C3=CC=CC=C3C2C1)C1=CC=CC=C1)C